C(C)N1C2=CC=CC=C2C=2C=C(C=CC12)CC1(CCC(CC1)N)N ((9-ethyl-9H-carbazol-3-yl)methyl)-1,4-cyclohexanediamine